N(C1=CC=CC=C1)C=1C=C2C=CC=NC2=CC1 6-anilino-quinoline